Lithium Phenyl(2,4,6-Trimethylbenzoyl) Phosphate P(=O)(OC(C1=C(C(=C(C=C1C)C)C1=CC=CC=C1)C)=O)([O-])[O-].[Li+].[Li+]